C(C1=CC=CC=C1)N1C(C2=C(C=3C=CC=NC13)CCN(C2)CC2=CC(=CC=C2)Cl)=O 6-benzyl-3-(3-chlorobenzyl)-2,3,4,6-tetrahydropyrido[3,4-c][1,8]naphthyridine-5(1H)-one